N1(CCOCC1)CCN 2-(4-morpholinyl)ethylamine